(±)-4-[2-(3-Fluorophenyl)azepan-1-yl]-6-methyl-pyrimidin-2-amine FC=1C=C(C=CC1)[C@@H]1N(CCCCC1)C1=NC(=NC(=C1)C)N |r|